5-(6-Amino-5-methylpyridin-3-yl)-1H-imidazole-2-carboxylic acid methyl ester COC(=O)C=1NC(=CN1)C=1C=NC(=C(C1)C)N